2,4-dimethoxy-1-[(trifluoromethyl)thio]benzene COC1=C(C=CC(=C1)OC)SC(F)(F)F